C(=O)O.N[C@H]1CC=CC[C@@H]1C1=C(C2=NC(=CC(=C2S1)NCC=1SC=CC1)Cl)C#CCCCCCO 7-(2-((1s,6s)-6-aminocyclohex-3-en-1-yl)-5-chloro-7-((thiophen-2-ylmethyl)amino)thieno[3,2-b]pyridin-3-yl)hept-6-yn-1-ol formate salt